C(C)OC(C=C=CC(C=1SC=CC1)OC(C)=O)=O 5-acetoxy-5-(thiophen-2-yl)penta-2,3-dienoic acid ethyl ester